Cis-8-dimethylamino-8-(1-methyl-1H-benzimidazol-2-yl)-3-[2-(trifluoromethyl)-pyrimidin-5-yl]-1,3-diazaspiro[4.5]decan-2-one CN(C1(CCC2(CN(C(N2)=O)C=2C=NC(=NC2)C(F)(F)F)CC1)C1=NC2=C(N1C)C=CC=C2)C